Chloro-4-methoxy-3,3'-bipyridine ClC1=NC=CC(=C1C=1C=NC=CC1)OC